ethyl 3-[2-fluoro-3-(3-methyl-5,6,7,8-tetrahydroimidazo[1,2-a]pyrazin-8-yl)phenyl]-2-methyl-propanoate FC1=C(C=CC=C1C1C=2N(CCN1)C(=CN2)C)CC(C(=O)OCC)C